BrCCOC1=CC(=C(C=C1)C=1N(C2=NC=NC(=C2N1)OC1(CC1)C)CC1=NC=CC(=C1)Cl)Cl 8-(4-(2-bromoethoxy)-2-chlorophenyl)-9-((4-chloropyridin-2-yl)methyl)-6-(1-methylcyclopropoxy)-9H-purine